2-[9,9-bis(4-methylphenyl)-fluoren-2-yl]-9,9-bis(4-methylphenyl)fluorene CC1=CC=C(C=C1)C1(C2=CC=CC=C2C=2C=CC(=CC12)C1=CC=2C(C3=CC=CC=C3C2C=C1)(C1=CC=C(C=C1)C)C1=CC=C(C=C1)C)C1=CC=C(C=C1)C